C(C1=CC=CC=C1)NS(=O)(=O)C=1C=C(C=CC1)C=1N=C2C(=NC=NC2=CC1)NC1CCN(CC1)C 6-[m-(benzylaminosulfonyl)phenyl]-4-(1-methyl-4-piperidylamino)-1,3,5-triazanaphthalene